COC1=CC=C(C=C1)C=1N(C(SC1)=NCCO)C1=CC=CC=C1 2-[[4-(4-Methoxyphenyl)-3-phenyl-2(3H)-thiazolylidene]amino]ethanol